1-[2-[6-O-(1-Oxo-8-hydroxy-5,6-octadiene-1-yl)-beta-D-glucopyranosyloxy]-4,6-dihydroxyphenyl]-3-(4-hydroxyphenyl)-2-propene-1-one O=C(CCCC=C=CCO)OC[C@@H]1[C@H]([C@@H]([C@H]([C@@H](O1)OC1=C(C(=CC(=C1)O)O)C(C=CC1=CC=C(C=C1)O)=O)O)O)O